tert-butyl (3R)-4-(4-bromo-2,6-difluoro-3-nitrobenzoyl)-3-{2-[(tert-butyldiphenylsilyl)oxy]ethyl}piperazine-1-carboxylate BrC1=C(C(=C(C(=O)N2[C@@H](CN(CC2)C(=O)OC(C)(C)C)CCO[Si](C2=CC=CC=C2)(C2=CC=CC=C2)C(C)(C)C)C(=C1)F)F)[N+](=O)[O-]